(1-(3-bromo-1H-pyrazol-1-yl)propan-2-yl)carbamic acid tert-butyl ester C(C)(C)(C)OC(NC(CN1N=C(C=C1)Br)C)=O